10-methyloctadecanoyl chloride CC(CCCCCCCCC(=O)Cl)CCCCCCCC